(S)-3-(4-amino-6-(trifluoromethyl)pyridin-2-yl)-4-methyl-oxazolidin-2-one NC1=CC(=NC(=C1)C(F)(F)F)N1C(OC[C@@H]1C)=O